6-fluoro-1-(4-(trifluoromethyl)phenyl)-1H-indol-5-amine FC1=C(C=C2C=CN(C2=C1)C1=CC=C(C=C1)C(F)(F)F)N